OC1=C(C=C2C=CC(OC2=C1)=O)C1=NN(C(C1)C1=CC=C(C=C1)O)C1=CC=CC=C1 7-Hydroxy-6-(5-(4-hydroxyphenyl)-1-phenyl-4,5-dihydro-1H-pyrazol-3-yl)-2H-chromen-2-one